FC=1C=C2C(C(=CN(C2=CC1)C)C(=O)OC)CO methyl 6-fluoro-4-hydroxymethyl-1-methyl-1,4-dihydroquinoline-3-carboxylate